FC1=C(C=C(C=C1)[N+](=O)[O-])C=1C2=C(C(N(C1)C)=O)NC=C2 4-(2-fluoro-5-nitrophenyl)-6-methyl-1,6-dihydro-7H-pyrrolo[2,3-c]pyridin-7-one